NC1CC(CC(C1)(C)CNCCCCCCCCCCCCN)(C)C N'-[(5-amino-1,3,3-trimethylcyclohexyl)methyl]dodecane-1,12-diamine